Cyclopropyl-thiocarboxamide C1(CC1)C(=S)N